1-(2,2-difluorocyclopropyl)-3-(5-((R)-2-(2,5-difluorophenyl)pyrrolidin-1-yl)pyrazolo[1,5-a]pyrimidin-3-yl)urea FC1(C(C1)NC(=O)NC=1C=NN2C1N=C(C=C2)N2[C@H](CCC2)C2=C(C=CC(=C2)F)F)F